5-[(2S)-2-methyl-4-(oxetan-3-yl)piperazin-1-yl]Pyridine C[C@@H]1N(CCN(C1)C1COC1)C=1C=CC=NC1